(6-fluoro-1-methyl-indazol-7-yl)methanamine FC1=CC=C2C=NN(C2=C1CN)C